5-CHLORO-2-(TRIFLUOROMETHYL)PHENYLBORONIC ACID ClC=1C=CC(=C(C1)B(O)O)C(F)(F)F